methyl(4-(trifluoromethoxy)phenyl)((4-(5-(trifluoromethyl)-1,2,4-oxadiazol-3-yl)phenyl)imino)-λ6-sulfanone CS(=O)(=NC1=CC=C(C=C1)C1=NOC(=N1)C(F)(F)F)C1=CC=C(C=C1)OC(F)(F)F